C(C)OC(C(C)C1=NC2=NC=CC=C2C=C1)=O (1,8-naphthyridin-2-yl)propionic acid ethyl ester